C(C)(=O)NCCC1=CNC2=CC=C(C=C12)OCCCCC1=C(C=CC=C1)P(C1=CC=CC=C1)C1=CC=CC=C1 4-((3-(2-acetamidoethyl)-1H-indol-5-yl)oxy)butyl-triphenylphosphine